CN1C(=NC=2C1=NC=CC2)C=2C(=C(C(=C(C2N2C1=CC=CC=C1N(C=1C=CC=CC21)C)C2=NC=1C(=NC=CC1)N2C)N2C1=CC=CC=C1N(C=1C=CC=CC21)C)C2=CC=CC=C2)N2C1=CC=CC=C1N(C=1C=CC=CC21)C 10,10',10''-(3,5-bis(3-methyl-3H-imidazo[4,5-b]pyridin-2-yl)-[1,1'-biphenyl]-2,4,6-triyl)tris(5-methyl-5,10-dihydrophenazine)